N,N'-dihydroxyethyl-imidazole hexafluorophosphate F[P-](F)(F)(F)(F)F.ON1C(N(C=C1)O)CC